FC(C(=O)O)(F)F.ClC=1C=C(C=CC1F)NC1C2=C(C=3N(CC1)N=NC3C)C=CC(=C2)C=2CCN(CC2)C2CCCC2 N-(3-chloro-4-fluorophenyl)-9-(1-cyclopentyl-1,2,3,6-tetrahydropyridin-4-yl)-1-methyl-6,7-dihydro-5H-benzo[c][1,2,3]triazolo[1,5-a]azepin-7-amine 2,2,2-trifluoroacetate